(E)-8-(2,2'-dioxo-[3,3'-biindolinylidene]-1-yl)octanoic acid O=C/1N(C2=CC=CC=C2\C1=C\1/C(NC2=CC=CC=C12)=O)CCCCCCCC(=O)O